COC(=O)[C@H]1NC[C@@H](C1)O[Si](C1=CC=CC=C1)(C1=CC=CC=C1)C(C)(C)C.[Si](C1=CC=CC=C1)(C1=CC=CC=C1)(C(C)(C)C)O[C@@H]1C[C@H](N(C1)C)C(=O)OC methyl (2S,4R)-4-[tert-butyl(diphenyl)silyl]oxy-1-methyl-pyrrolidine-2-carboxylate methyl-(2S,4R)-4-((tert-butyldiphenylsilyl)oxy)pyrrolidine-2-carboxylate